OC(CS(=O)(=O)O)CCCC 2-hydroxyhexan-1-sulfonic acid